NC=1C(=NC(=CC1Br)Cl)C#N 3-amino-4-bromo-6-chloropyridinecarbonitrile